2-hydroxyethyl-(homoserine) OCCN[C@@H](CCO)C(=O)O